ClC=1C=C(C=C2C(=C(C=NC12)C#N)NC1=C(C(=C(C=C1)Cl)Cl)F)N[C@H](C=1N=NNC1)C1=C(N=CS1)C (R)-8-chloro-4-((3,4-dichloro-2-fluorophenyl)amino)-6-(((4-methylthiazol-5-yl)(1H-1,2,3-triazol-4-yl)methyl)amino)quinoline-3-carbonitrile